BrC=1SC2=C(N1)C(=C(C=C2)[N+](=O)[O-])N2C[C@@H](C[C@H]2CO[Si](C)(C)C(C)(C)C)NC(OC(C)(C)C)=O tert-butyl ((3R,5S)-1-(2-bromo-5-nitrobenzo[d]thiazol-4-yl)-5-(((tert-butyldimethylsilyl)oxy)methyl)pyrrolidin-3-yl)carbamate